C(C)(C)OC=1C(=NC(=NC1)C(=O)O)NC1=CC=C(C=C1)OC1=CC=CC=C1 5-isopropoxy-4-((4-phenoxyphenyl)amino)pyrimidine-2-carboxylic acid